C2-acetamido-5-(3-hydroxypropyl)-1,3-thiazole-4-carboxylic acid ethyl ester C(C)OC(=O)C=1N=C(SC1CCCO)NC(C)=O